FC(C(=O)O)(F)F.FC(C(=O)O)(F)F.NC[C@@H]1CC[C@H](CC1)CN1C(=NC2=C(N=NC(=C21)OC(C)C)N)CCCC 3-[[trans-4-(aminomethyl)cyclohexyl]methyl]-2-butyl-4-propan-2-yloxyimidazo[4,5-d]pyridazin-7-amine bis(2,2,2-trifluoroacetate)